FON=C(C(=NOF)C1=CC=CC=C1)C1=CC=CC=C1 difluorodiphenyl-glyoxime